1-(4-(5-(difluoromethyl)-1,3,4-oxadiazol-2-yl)-2-fluorobenzyl)-4-phenyl-1H-1,2,3-triazole-5-carbaldehyde FC(C1=NN=C(O1)C1=CC(=C(CN2N=NC(=C2C=O)C2=CC=CC=C2)C=C1)F)F